F[Sb-](F)(F)(F)(F)F.C1(=CC=CC=C1)[S+](C1=CC=C(C=C1)F)C1=CC=C(C=C1)F Phenyl-bis(4-fluorophenyl)sulfonium hexafluoroantimonate